C1(CC1)N1C(C2=C(C=C1)N(N=C2)C\C(\CN2C(C1=CC=CC=C1C2=O)=O)=C\F)=O (E)-2-(2-((5-cyclopropyl-4-oxo-4,5-dihydro-1H-pyrazolo[4,3-c]pyridin-1-yl)methyl)-3-fluoroallyl)isoindoline-1,3-dione